CC(C)([Si](OCCCCCCC(CCCCCCO[Si](C(C)(C)C)(C)C)(O)CCCCN1CCOCC1)(C)C)C 2,2,3,3,19,19,20,20-octamethyl-11-(4-morpholinobutyl)-4,18-dioxa-3,19-disilahenicosane-11-ol